NC=1C=NN(C1N)CCO 4,5-Diamino-1-(2-hydroxy-ethyl)pyrazol